N1(CCCCC1)S(=O)(=O)C=1C=C(C=CC1)NC(=O)NCC=1C=NC=CC1 1-[3-(piperidine-1-sulfonyl)phenyl]-3-(pyridin-3-ylmethyl)urea